1'-[2-(4-methanesulfonylphenoxy)ethyl]-1-[(cis)-3-hydroxycyclobutyl]-1,2-dihydrospiro[indole-3,4'-piperidin]-2-one CS(=O)(=O)C1=CC=C(OCCN2CCC3(CC2)C(N(C2=CC=CC=C23)[C@@H]2C[C@@H](C2)O)=O)C=C1